(S)-2-methylene-4-oxo-4-((1-(4-(pentafluoro-λ6-sulfaneyl)phenyl)ethyl)amino)butanoic acid C=C(C(=O)O)CC(N[C@@H](C)C1=CC=C(C=C1)S(F)(F)(F)(F)F)=O